BrCC1=NC2=CC=CC=C2C(=C1)Cl (bromomethyl)-4-chloroquinoline